CC1(NC(C=2N1C(C(=CC2)NC2=NC=NC=C2)=O)=O)C=2N=CSC2 3-methyl-6-(pyrimidin-4-ylamino)-3-(thiazol-4-yl)-2,3-dihydroimidazo[1,5-a]pyridine-1,5-dione